FC(CN1N=CC(=C1)C=1C(=CC(=C(C1)NC(=O)C=1C=NN2C1C=CC(=C2)C)C)F)F N-[5-[1-(2,2-Difluoroethyl)pyrazol-4-yl]-4-fluoro-2-methylphenyl]-6-methylpyrazolo[1,5-a]pyridine-3-carboxamide